FC1=CC=C2C(=CNC2=C1)C1CN(CC1)C(CC(=O)NN)C1=NC=CC=C1F 3-(3-(6-fluoro-1H-indol-3-yl)pyrrolidin-1-yl)-N'-(3-fluoropyridin-2-yl)propionyl-hydrazine